C1=CC=C(C=2SC3=C(C21)C=CC=C3)C=3C=C(C=CC3)C3=CC=C(C=C3)C3=CN=C2C(=N3)OC3=C2C=2C=CC=CC2C=C3 9-[(3'-dibenzothiophene-4-yl)biphenyl-4-yl]naphtho[1',2':4,5]furo[2,3-b]pyrazine